CONC(N)=O 3-methoxyurea